Methyl 1-[2-(3-[bis[(4-methoxyphenyl)methyl]amino]-2,6-difluorophenyl)-2-hydroxyethyl]-5-(hydroxymethyl)imidazole-4-carboxylate COC1=CC=C(C=C1)CN(C=1C(=C(C(=CC1)F)C(CN1C=NC(=C1CO)C(=O)OC)O)F)CC1=CC=C(C=C1)OC